[3,4'-bipyridine]-2-carboxamide N1=C(C(=CC=C1)C1=CC=NC=C1)C(=O)N